C1(=CC=CC=C1)COC(=O)N(C(C(=O)O)(C)C)C 2-((phenylmethyloxycarbonyl)(methyl)amino)-2-methyl-propionic acid